6-(4-Chloro-2-(4-methyl-4H-1,2,4-triazol-3-yl)phenyl)isoindolin-1-one ClC1=CC(=C(C=C1)C1=CC=C2CNC(C2=C1)=O)C1=NN=CN1C